O=C1NC(CCC1N1C(C2=CC=C(C=C2C1=O)C#CC1=CC=C(CN2CCN(CC2)C2=CC=C(N=N2)C(=O)N2CCC(CC2)CCCCNC(\C=C\C=2C=NC=CC2)=O)C=C1)=O)=O (E)-N-(4-(1-(6-(4-(4-((2-(2,6-dioxopiperidin-3-yl)-1,3-dioxoisoindolin-5-yl)ethynyl)benzyl)piperazin-1-yl)pyridazine-3-carbonyl)piperidin-4-yl)butyl)-3-(pyridin-3-yl)acrylamide